Cl.N1C(=NC2=C1C=CC=C2)CN(CCCCN)C2CCOC=1C2=NC=CC1 N1-(1H-Benzimidazol-2-ylmethyl)-N1-(S)-3,4-dihydro-2H-pyrano[3,2-b]pyridin-4-yl-butane-1,4-diamine hydrochloride salt